CC1CC(NC2=CC=C(C=C12)[N+](=O)[O-])=O 4-methyl-6-nitro-3,4-dihydro-1H-quinolin-2-one